FCC1(COC1)C1=NN(C2=CC(=CC(=C12)N1CCN(CC1)C(C(C)C)=O)S(=O)(=O)N)C=1SC(=NN1)C (3-(fluoromethyl)oxetan-3-yl)-4-(4-isobutyrylpiperazin-1-yl)-1-(5-methyl-1,3,4-thiadiazol-2-yl)-1H-indazole-6-sulfonamide